N,2-dimethyl-indole-3-formamide CNC(=O)C1=C(NC2=CC=CC=C12)C